(1S,4S)-5-(1H-benzo[d]imidazol-4-yl)-2-oxa-5-azabicyclo[2.2.1]heptane N1C=NC2=C1C=CC=C2N2[C@@H]1CO[C@H](C2)C1